OC1(CC(C1)NC1=NN=C(C2=CC=CC=C12)C1=C(C=C(C=C1)C#CC)O)C 2-(4-((cis-3-hydroxy-3-methylcyclobutyl)amino)phthalazin-1-yl)-5-(prop-1-yn-1-yl)phenol